N-(4-cyano-2-fluorophenyl)-5-[4-(trifluoromethyl)phenyl]-1H-pyrrole-3-sulfonamide C(#N)C1=CC(=C(C=C1)NS(=O)(=O)C1=CNC(=C1)C1=CC=C(C=C1)C(F)(F)F)F